tert-butyl (3-(4-nitrophenyl)propyl)carbamate [N+](=O)([O-])C1=CC=C(C=C1)CCCNC(OC(C)(C)C)=O